C1(=CC=CC=C1)[C@@H]1C[C@H](N(C1)C(=O)OC(C)(C)C)C(=O)OC 1-(tert-butyl) 2-methyl (2S,4S)-4-phenylpyrrolidine-1,2-dicarboxylate